BrC=1C=NN(C1)C1CC(C1)OC1=CC=CC(=N1)C#N 6-(3-(4-bromo-1H-pyrazol-1-yl)cyclobutoxy)picolinonitrile